octahydro-2H-isoindole-2-sulfonamide C1N(CC2CCCCC12)S(=O)(=O)N